tetrahydrofuran-2,3,4,5-tetracarboxylic acid diimide O1C(C(C(C1C(=O)O)C(=O)O)C(O)=N)C(O)=N